FC=1C=C(C=CC1)C1(CC1)C=1NC(C2=C(N1)CCN(C2)C(C(C=2C=C(C=CC2)C2=CC(=CC=C2)C(F)(F)F)O)=O)=O 2-(1-(3-fluorophenyl)cyclopropyl)-6-(2-hydroxy-2-(3'-(trifluoromethyl)-[1,1'-biphenyl]-3-yl)acetyl)-5,6,7,8-tetrahydropyrido[4,3-d]pyrimidin-4(3H)-one